1-bromo-4-(4-nonadecen-1-yl)benzene BrC1=CC=C(C=C1)CCCC=CCCCCCCCCCCCCCC